IC1=C(C=C(C=C1)N(C(C)=O)C1=CC=CC=C1)CC N-(4-iodo-3-ethylphenyl)-N-phenylacetamide